BrCCCCCCC(=O)NC=1C=C(C=CC1)SC=1N=CC(=NC1)N1C=CC(C=C1)(C)NC(OC(C)(C)C)=O tert-butyl (1-(5-((3-(7-bromoheptanamido)phenyl)thio)pyrazin-2-yl)-4-methylpyridin-4-yl)carbamate